N-[4,6-dibromo-2-[(diethyl-λ4-sulfenyl)carbamoyl]-benzeneYl]-2-(3-chloro-2-pyridyl)-5-(trifluoromethyl)pyrazole-3-carboxamide BrC1=CC(=C(C(=C1)Br)NC(=O)C=1N(N=C(C1)C(F)(F)F)C1=NC=CC=C1Cl)C(N=S(CC)CC)=O